(R)-N-[7-chloro-6-[4-((3R,4R)-4-fluoro-3-methyl-tetrahydrofuran-3-yl)piperazin-1-yl]-3-isoquinolinyl]spiro[2.2]pentane-2-carboxamide ClC1=C(C=C2C=C(N=CC2=C1)NC(=O)[C@@H]1CC12CC2)N2CCN(CC2)[C@@]2(COC[C@@H]2F)C